(R)-3-(5-fluoro-2-(prop-1-en-2-yl)pyrimidin-4-yl)-10-methyl-9,10,11,12-tetrahydro-8H-[1,4]diazepino[5',6':4,5]thieno[3,2-f]quinolin FC=1C(=NC(=NC1)C(=C)C)C1=NC=2C=CC3=C(C2C=C1)C1=C(S3)CN[C@@H](CN1)C